NCC1=CC=C(C=C1)NC(=O)C1=CC2=C(OCCC3=C2SC=C3)C=C1C1=C(C(=O)O)C=C(C=C1)C(NCCC)=O 2-(9-((4-(aminomethyl)phenyl)carbamoyl)-4,5-dihydrobenzo[b]thieno[2,3-d]oxepin-8-yl)-5-(propylcarbamoyl)benzoic acid